C(C)(C)(C)C=1C=C(C=CC1)C1=NC=CC(=C1)\C=C/1\C(NC(S1)=O)=O (Z)-5-((2-(3-(t-butyl)phenyl)pyridin-4-yl)methylene)thiazolidine-2,4-dione